1-bromo-4-(cyclopentyloxy)-2-fluoro-5-nitrobenzene BrC1=C(C=C(C(=C1)[N+](=O)[O-])OC1CCCC1)F